(S)-(cis)-Ethyl 4-(3-fluoro-2-methylphenyl)-6-((6-(methylsulfonyl)hexahydropyrrolo[3,4-b][1,4]oxazin-4(4aH)-yl)methyl)-2-(thiazol-2-yl)-1,4-dihydropyrimidine-5-carboxylate FC=1C(=C(C=CC1)[C@@H]1N=C(NC(=C1C(=O)OCC)CN1[C@H]2[C@@H](OCC1)CN(C2)S(=O)(=O)C)C=2SC=CN2)C